C(=CC)N1CC(CCC1)C=1N=C(N2C(=NC=CC21)N)C2=CC(=C(C(=O)NC1=NC=CC(=C1)C1CC1)C=C2)C(F)(F)F 4-(1-(1-propenylpiperidin-3-yl)-5-aminoimidazo[1,5-c]pyrimidin-3-yl)-N-(4-cyclopropylpyridin-2-yl)-2-(trifluoromethyl)benzamide